FC1=C(C=CC(=C1)N1C[C@](CCC1)(CCC1=CC(=CC=C1)C(F)(F)F)N(C1CN(C1)C)C)S(=O)(=O)NC1=NC=NC=C1 (R)-2-fluoro-4-(3-(methyl(1-methylazetidin-3-yl)amino)-3-(3-(trifluoromethyl)-phenethyl)piperidin-1-yl)-N-(pyrimidin-4-yl)benzenesulfonamide